N-[4-[(2,6-dichloro-4-pyridyl)oxy]cyclohexyl]carbamic acid tert-butyl ester C(C)(C)(C)OC(NC1CCC(CC1)OC1=CC(=NC(=C1)Cl)Cl)=O